FC(C1=NC(=NC(=N1)C(F)(F)F)N1C(C=2NC3=CC=C(C=C3C2CC1)Cl)C[C@H](C(=O)N)C)(F)F (2R)-3-{2-[4,6-bis(trifluoromethyl)-1,3,5-triazin-2-yl]-6-chloro-2,3,4,9-tetrahydro-1H-pyrido[3,4-b]indol-1-yl}-2-methylpropanamide